C1(CCCCC1)N1CCN(CC1)C(C(CC=1C=C2C=NNC2=C(C1)C)NC(=O)N1CCC(CC1)N1C(NC2=CC=CC=C2C1)=O)=O 4-(2-Oxo-1,4-dihydro-2H-quinazolin-3-yl)piperidine-1-carboxylic acid [2-(4-cyclohexyl-piperazin-1-yl)-1-(7-methyl-1H-indazol-5-ylmethyl)-2-oxo-ethyl]-amide